methyl 7-fluoro-1-(4-(N-methylphenylsulfonamido)phenyl)-2,3,4,9-tetrahydro-1H-pyrido[3,4-b]indole-3-carboxylate FC1=CC=C2C3=C(NC2=C1)C(NC(C3)C(=O)OC)C3=CC=C(C=C3)N(S(=O)(=O)C3=CC=CC=C3)C